FC1(C(C1)C1=CC=CC2=CC=CC=C12)F 1-(2,2-difluorocyclopropyl)naphthalene